C(C1=CC=CC=C1)N1CCCN(CCN(CCC1)CC=1C(=C(C=C(C1)C)C(C(=O)N)(CO)CO)O)CC=1C(=C(C=C(C1)C)C(C(=O)N)(CO)CO)O N'-{(8-benzyl-1,4,8-triazacycloundecane-1,4-diyl)bis[methylene(2-hydroxy-5-methyl-3,1-phenylene)]}bis[3-hydroxy-2-(hydroxymethyl)propanamide]